[Si](C1=CC=CC=C1)(C1=CC=CC=C1)(C(C)(C)C)OCCCN1CC(C(C1)C(F)(F)F)NC(OC(C)(C)C)=O tert-butyl (1-(3-((tert-butyldiphenylsilyl)oxy)propyl)-4-(trifluoromethyl)pyrrolidin-3-yl)carbamate